7-(4-{4-[(2,6-dioxopiperidin-3-yl)carbamoyl]phenyl}piperazin-1-yl)heptanoic Acid O=C1NC(CCC1NC(=O)C1=CC=C(C=C1)N1CCN(CC1)CCCCCCC(=O)O)=O